C(C=C)[C@@]12C(C=C([C@@](C[C@H](C1(C)C)CC=C(C)C)(C2=O)CC=C)O)=O (1S,5R,7R)-1,5-Diallyl-4-hydroxy-8,8-dimethyl-7-(3-methylbut-2-en-1-yl)bicyclo[3.3.1]non-3-en-2,9-dion